(R)-3-(1,1-dioxidotetrahydrothiophen-3-yl)-8-(pyridin-3-yl)-6-(6-(trifluoromethyl)pyridin-3-yl)pyrido[3,4-d]pyrimidin-4(3H)-one O=S1(C[C@@H](CC1)N1C=NC2=C(C1=O)C=C(N=C2C=2C=NC=CC2)C=2C=NC(=CC2)C(F)(F)F)=O